C1=CC(=CC=2C3=CC=CC=C3N(C12)C#N)N1C2=CC=CC=C2C=2C=CC=CC12 9H-[3,9'-bicarbazole]-9-carbonitrile